C(C)N1C[C@@H](CCC1)NC=1C(NC(=NN1)C1=C(C=C(C=C1)C(F)(F)F)O)=O 6-[[(3R)-1-Ethyl-3-piperidyl]amino]-3-[2-hydroxy-4-(trifluoromethyl)phenyl]-4H-1,2,4-triazin-5-one